CN(C(=O)C1=CC=C(C=C1)C1=NOC(=C1)C1=NNC2=CC(=CC=C12)C(=O)NCCOC)C 3-{3-[4-(Dimethylcarbamoyl)phenyl]-1,2-oxazol-5-yl}-N-(2-methoxyethyl)-1H-indazole-6-carboxamide